FC1=CC=C(S1)CC[C@@]1(CN(CC1)C(C)(C)C=1C=NC(=CC1)C)[C@@H](C)NC(=O)NC(C)C |o1:8| 1-((R)-1-((R or S)-3-(2-(5-fluoro-thiophen-2-yl)ethyl)-1-(2-(6-methylpyridin-3-yl)propan-2-yl)pyrrolidin-3-yl)ethyl)-3-isopropylurea